Racemic-3-(3-chloro-4-fluorophenyl)-1-(1-(6,7-difluoro-1-((1-methyl-1H-1,2,4-triazol-3-yl)methoxy)isoquinolin-4-yl)ethyl)-1-methylurea ClC=1C=C(C=CC1F)NC(N(C)[C@H](C)C1=CN=C(C2=CC(=C(C=C12)F)F)OCC1=NN(C=N1)C)=O |r|